(2R,4R)-tert-butyl-2-((4-(tert-butyl)phenyl)(2-((4,4-difluorocyclohexyl)amino)-2-oxo-1-(pyridin-3-yl)ethyl)carbamoyl)-4-methoxypyrrolidine-1-carboxylate C(C)(C)(C)OC(=O)N1[C@H](C[C@H](C1)OC)C(N(C(C(=O)NC1CCC(CC1)(F)F)C=1C=NC=CC1)C1=CC=C(C=C1)C(C)(C)C)=O